COC=1C(=CC2=CN(N=C2C1)C1CCN(CC1)C(=O)OC(C)(C)C)B1OC(C(O1)(C)C)(C)C tert-butyl 4-(6-methoxy-5-(4,4,5,5-tetramethyl-1,3,2-dioxaborolan-2-yl)-2H-indazol-2-yl)piperidine-1-carboxylate